2-(3'-tert-butyl-2'-hydroxy-5'-octyloxyphenyl)benzotriazole C(C)(C)(C)C=1C(=C(C=C(C1)OCCCCCCCC)N1N=C2C(=N1)C=CC=C2)O